COC=1C=C(C=CC1OC)C=1NC2=CC=C(C=C2C1CC)C(=O)N1C[C@@H](CC1)N(C)C (R)-(2-(3,4-dimethoxyphenyl)-3-ethyl-1H-indol-5-yl)(3-(dimethylamino)pyrrolidin-1-yl)methanone